ClC=1C=C(C=CC1C=1C=C(C=NC1)C1=CC(=NC=C1)C(C)(C)OC)C(=O)N1CCC(CC1)O (3-chloro-4-(2'-(2-methoxypropan-2-yl)-[3,4'-bipyridin]-5-yl)phenyl)(4-hydroxypiperidin-1-yl)methanone